5-(2-fluoroprop-2-yl)-2-iodobenzo[b]thiophene-7-carbonitrile FC(C)(C)C1=CC2=C(SC(=C2)I)C(=C1)C#N